(6,7-dihydro-4H-pyrazolo[5,1-c][1,4]oxazin-2-yl)(cis-2,6-dimethyl-4-(2-(6-(trifluoromethyl)imidazo[1,2-a]pyridin-3-yl)pyrimidin-4-yl)piperazin-1-yl)methanone N1=C(C=C2COCCN21)C(=O)N2[C@H](CN(C[C@H]2C)C2=NC(=NC=C2)C2=CN=C1N2C=C(C=C1)C(F)(F)F)C